sodium 1-hydroxy-4-methylpentane-1-sulfonate OC(CCC(C)C)S(=O)(=O)[O-].[Na+]